C1CN(CCN1CCCC2(OCCO2)C3=CC=CC=C3)C(C4=CC=CC=C4)C5=CC=CC=C5 The molecule is an N-alkylpiperazine in which the two amino hydrogens of piperazine have been replaced by diphenylmethyl and 3-(2-phenyl-1,3-dioxolan-2-yl)propyl groups. A calcium channel blocker and serotonin (5-HT2) receptor antagonist used in the treatment of migraine. It has a role as a calcium channel blocker, a serotonergic antagonist and a vasodilator agent. It is a N-alkylpiperazine, a dioxolane and a cyclic ketal.